2-(2-ethylbutanoylamino)-4-[2-isopropoxyethyl-[4-(5,6,7,8-tetrahydro-1,8-naphthyridin-2-yl)butyl]amino]butanoic acid C(C)C(C(=O)NC(C(=O)O)CCN(CCCCC1=NC=2NCCCC2C=C1)CCOC(C)C)CC